FC(C1=CC=C(C=C1)N1N=C(N=C1)C1=CC(=C(C=C1)NC(=O)\N=C\1/SCC(N1C1=C(C=CC(=C1)C)COCC(F)(F)F)=O)F)F (Z)-1-(4-(1-(4-(difluoromethyl)phenyl)-1H-1,2,4-triazol-3-yl)-2-fluorophenyl)-3-(3-(5-methyl-2-((2,2,2-trifluoroethoxy)methyl)phenyl)-4-oxothiazolidin-2-ylidene)urea